(2S,3R)-2-aminodotriacontane-1,3-diol N[C@@H](CO)[C@@H](CCCCCCCCCCCCCCCCCCCCCCCCCCCCC)O